5-(4-(2-(1H-indazol-4-yl)acetyleneYl)phenoxy)-1H-1,2,3-triazole-4-carboxylic acid N1N=CC2=C(C=CC=C12)C#CC1=CC=C(OC2=C(N=NN2)C(=O)O)C=C1